C(C1C(C=CC=C1)=O)(C1=CC=CC=C1)C1=CC=CC=C1 tritanone